5-[2-(9-Isopropylamino-6,7,8,9-tetrahydro-5H-benzocyclohepten-2-ylamino)-5-methyl-pyrimidin-4-ylamino]-3H-benzooxazol-2-one C(C)(C)NC1CCCCC2=C1C=C(C=C2)NC2=NC=C(C(=N2)NC=2C=CC1=C(NC(O1)=O)C2)C